4-methylpyrimidine-5-sulfonyl chloride CC1=NC=NC=C1S(=O)(=O)Cl